C(C)(C)(C)OC(=O)NCC1=NC=C(C=N1)C(=O)OC methyl 2-[(tert-butoxycarbonylamino)methyl]pyrimidine-5-carboxylate